(E)-2-fluoro-4-(prop-1-en-1-yl)benzoic acid methyl ester COC(C1=C(C=C(C=C1)\C=C\C)F)=O